tert-butyl 3-hydroxy-4-methylenepiperidine-1-carboxylate OC1CN(CCC1=C)C(=O)OC(C)(C)C